C1(=CC=CC=C1)CC(=O)O[C@@H]1[C@](OC(C1)OC(C)=O)(COC(CC1=CC=CC=C1)=O)C#C (2R,3S)-5-acetoxy-2-ethynyl-2-((2-phenylacetoxy)methyl)tetrahydrofuran-3-yl 2-phenylacetate